4-{[(2R)-4-(morpholin-4-yl)-1-(phenylsulfanyl)butan-2-yl]amino}-3-(trifluoromethylsulfonyl)benzene-1-sulfonamide N1(CCOCC1)CC[C@H](CSC1=CC=CC=C1)NC1=C(C=C(C=C1)S(=O)(=O)N)S(=O)(=O)C(F)(F)F